4'-(oxydi-2,1-ethanediyl)dimorpholine O(CCN1CCOCC1)CCN1CCOCC1